(1-methylethenyl)benzene CC(=C)C1=CC=CC=C1